3-(2-((oxetane-3-carbonyl)oxy)-2,2-diphenylacetoxy)spiro[bicyclo[3.2.1]octane-8,1'-pyrrolidin]-1'-ium O1CC(C1)C(=O)OC(C(=O)OC1CC2CCC(C1)[N+]21CCCC1)(C1=CC=CC=C1)C1=CC=CC=C1